bis(3,5,5,8,8-pentamethyl-6,7-dihydro-1H-cyclopenta[b]naphthalen-1-yl)zirconium CC1=CC(C2=CC=3C(CCC(C3C=C21)(C)C)(C)C)[Zr]C2C=C(C=1C2=CC=2C(CCC(C2C1)(C)C)(C)C)C